2-(4-(benzo[d]thiazol-2-ylmethyl)piperazin-1-yl)-4,6-dicyclohexylbenzonitrile S1C(=NC2=C1C=CC=C2)CN2CCN(CC2)C2=C(C#N)C(=CC(=C2)C2CCCCC2)C2CCCCC2